7-Chloro-5-(3-methylpyridin-2-yl)imidazo[1,2-a]Quinoxaline-4(5H)-on ClC=1C=C2N(C(C=3N(C2=CC1)C=CN3)=O)C3=NC=CC=C3C